2-((3R,4R)-4-amino-3-fluoropiperidin-1-yl)-5-(3,4-dichloro-2-methyl-2H-indazol-5-yl)-7H-pyrrolo[2,3-d]pyrimidine-4-carbonitrile N[C@H]1[C@@H](CN(CC1)C=1N=C(C2=C(N1)NC=C2C2=C(C1=C(N(N=C1C=C2)C)Cl)Cl)C#N)F